dipentaerythritol palladium [Pd].OCC(CO)(COCC(CO)(CO)CO)CO